(E)-1-(3-(3-(4-chlorostyryl)-1H-pyrazolo[3,4-b]pyridin-1-yl)azetidin-1-yl)-2-fluoroprop-2-en-1-one ClC1=CC=C(/C=C/C2=NN(C3=NC=CC=C32)C3CN(C3)C(C(=C)F)=O)C=C1